O1C(=CC=C1)\C=N\NC(=O)C1=CN(C2=CC=CC=C2C1=O)C (E)-N'-(furan-2-ylmethylene)-1-methyl-4-oxo-1,4-dihydroquinoline-3-carbohydrazide